BrC=1C2=CN(N=C2C(=CC1)F)C 4-bromo-7-fluoro-2-methyl-2H-indazole